O-methyl cytidine-5'-triphosphate P(O)(=O)(OP(=O)(O)OP(=O)(O)O)OC[C@@H]1[C@H]([C@H]([C@@H](O1)N1C(=O)N=C(N)C=C1)OC)O